The molecule is a phenyl sulfate oxoanion that is the conjugate base of chavicol hydrogen sulfate, obtained by deprotonation of the sulfo group; major species at pH 7.3. It is a conjugate base of a chavicol hydrogen sulfate. C=CCC1=CC=C(C=C1)OS(=O)(=O)[O-]